OC1(CCN(CC1)C1=CC=C(C=N1)C1C(NC(CC1)=O)=O)CO 3-(6-(4-hydroxy-4-(hydroxymethyl)piperidin-1-yl)pyridin-3-yl)piperidine-2,6-dione